1,2-diphenyl-4-methyl-hexene C1(=CC=CC=C1)C=C(CC(CC)C)C1=CC=CC=C1